N-[(3S)-1-{(5S)-5-[5-methyl-3-(2,4,6-trifluorophenyl)pyridin-2-yl]-4,5-dihydro-1,2-oxazol-3-yl}pyrrolidin-3-yl]methanesulfonamide CC=1C=C(C(=NC1)[C@@H]1CC(=NO1)N1C[C@H](CC1)NS(=O)(=O)C)C1=C(C=C(C=C1F)F)F